(S)-N-(1-(6-ethynyl-5-oxo-4-phenyl-4,5-dihydro-2H-furo[4,3,2-de]isoquinolin-3-yl)ethyl)-2-(sulfamoylamino)pyrazolo[1,5-a]pyrimidine-3-carboxamide C(#C)C1=CC=C2C=3C(=C(N(C(C13)=O)C1=CC=CC=C1)[C@H](C)NC(=O)C=1C(=NN3C1N=CC=C3)NS(N)(=O)=O)CO2